tert-Butyl 4-[2-[[2-chloro-4-[[3-[4-(cyanomethoxy)-2,3-difluoro-phenyl]imidazo[1,2-a]pyrazin-8-yl]amino]benzoyl]-methyl-amino]ethyl]piperazine-1-carboxylate ClC1=C(C(=O)N(CCN2CCN(CC2)C(=O)OC(C)(C)C)C)C=CC(=C1)NC=1C=2N(C=CN1)C(=CN2)C2=C(C(=C(C=C2)OCC#N)F)F